N-methyl-1,1-dioxo-1λ6-thietane-3-carboxamide CNC(=O)C1CS(C1)(=O)=O